butyl 3-(6-(benzyloxy)pyridin-3-yl)-4,4-difluoropiperidine-1-carboxylate C(C1=CC=CC=C1)OC1=CC=C(C=N1)C1CN(CCC1(F)F)C(=O)OCCCC